C(C1CO1)(=O)O.C(C)N1N=C2C=CC(=CC2=C1C(=O)C1=CC=C(C=C1)O)F (2-ethyl-5-fluoro-2H-indazol-3-yl)(4-hydroxyphenyl)methanone glycidate